ClC=1C=C(C=NC1N1N=CC=N1)NC(=O)N1CCCC2=C(C=NC=C12)C1CC1 N-(5-Chloro-6-(2H-1,2,3-triazol-2-yl)pyridin-3-yl)-5-cyclopropyl-3,4-dihydro-1,7-naphthyridine-1(2H)-carboxamide